P(=O)(OCC1=CC=CC=C1)(OCC1=CC=CC=C1)OC1=C(C=C(C=C1)C=O)Cl dibenzyl (2-chloro-4-formylphenyl) phosphate